4-chloro-5-(3-(4-methoxyphenyl)prop-1-yne-1-yl)-1H-pyrrolo[2,3-b]Pyridine ClC1=C2C(=NC=C1C#CCC1=CC=C(C=C1)OC)NC=C2